(2S,3R)-pentanediol C(CCCC)(O)O